water tributyl-phosphate ethyl-5-(2-(4-chlorobenzamido)ethyl)isoxazole-3-carboxylate C(C)OC(=O)C1=NOC(=C1)CCNC(C1=CC=C(C=C1)Cl)=O.C(CCC)OP(=O)(OCCCC)OCCCC.O